N-(3-((3-(9H-purin-6-yl)pyridin-2-yl)amino)-4-methylphenyl)-6-(2-hydroxyethoxy)-4-(trifluoromethyl)picolinamide N1=CN=C2NC=NC2=C1C=1C(=NC=CC1)NC=1C=C(C=CC1C)NC(C1=NC(=CC(=C1)C(F)(F)F)OCCO)=O